CN[C@@H](CCCCNC(=O)N)C(=O)O Nα-methylhomocitrulline